N[C@@H]1C2=CC=CC=C2CC12CCN(CC2)C=2N=C(C1=C(N2)NC=C1C1=C(C2=C(N(N=C2C=C1)C)Cl)Cl)C#N (S)-2-(1-amino-1,3-dihydrospiro[indene-2,4'-piperidine]-1'-yl)-5-(3,4-dichloro-2-methyl-2H-indazol-5-yl)-7H-pyrrolo[2,3-d]pyrimidine-4-carbonitrile